ClC1=CC(=C(C=C1)NC(=O)[C@@H]1NC[C@H](CC1)NC(COC1=CC(=C(C=C1)Cl)F)=O)OC (2R,5S)-N-(4-chloro-2-methoxy-phenyl)-5-[2-(4-chloro-3-fluoro-phenoxy)acetamido]piperidine-2-carboxamide